FC=1C=C(COC2=CC=C(CNC(=O)[C@H]3NCCC3)C=C2)C=CC1 (S)-2-((4-((3-fluorobenzyl)oxy)benzyl)carbamoyl)pyrrolidine